3-bromo-6-tert-butyl-pyridazine BrC=1N=NC(=CC1)C(C)(C)C